OCC1CN(CCC1OC)C(=O)OC(C)(C)C tert-butyl 3-(hydroxymethyl)-4-methoxy-piperidine-1-carboxylate